COC(=O)C1COCCC1NC(=O)OCC1=CC=CC=C1 4-(((benzyloxy)carbonyl)amino)tetrahydro-2H-pyran-3-carboxylic acid methyl ester